S1C=NC(=C1)C1=CC=CC=C1 2-(4-thiazolyl)benzene